N1C=C(C=2C1=CN=CC2)CC2C(NC(S2)=O)=O (Z)-5-((1H-pyrrolo[2,3-c]pyridine-3-yl)methyl)thiazolidine-2,4-dione